FC(OC1=CC=C(OC2=CC=C3CCCC(C3=C2)=O)C=C1)(F)F 7-(4-(trifluoromethoxy)phenoxy)-3,4-dihydronaphthalen-1(2H)-one